CS(=O)(=O)C1=CC(=C(C=C1)NCC#CC=1N(C2=CC=CC(=C2C1)NC1CCN(CC1)CC#N)CC(F)(F)F)OC 2-{4-[(2-{3-[(4-methanesulfonyl-2-methoxyphenyl)amino]prop-1-yn-1-yl}-1-(2,2,2-trifluoro-ethyl)-1H-indol-4-yl)amino]piperidin-1-yl}acetonitrile